N-(1-(3,4-dichlorophenyl)-2-(dimethylamino)ethyl)naphthalene-1-sulfonamide ClC=1C=C(C=CC1Cl)C(CN(C)C)NS(=O)(=O)C1=CC=CC2=CC=CC=C12